C(C)[N+]1=NN(C=C1)C 1-ethyl-3-methyl-1,2,3-triazolium